5-(tert-butyl)-3-methyl-1-((2-(trimethylsilyl)ethoxy)methyl)-1H-pyrazol-4-ol C(C)(C)(C)C1=C(C(=NN1COCC[Si](C)(C)C)C)O